tert-butyl N-(2-methyl-1-oxo-3,4-dihydropyrrolo[1,2-a]pyrazin-7-yl)carbamate CN1C(C=2N(CC1)C=C(C2)NC(OC(C)(C)C)=O)=O